C(C1=CC=CC=C1)OC(=O)NS(=O)(=O)N([C@@H](CC(=O)OC(C)(C)C)C(=O)OC(C)(C)C)CCOCCOCCOCCOCCOCCOCCN([C@@H](CC(=O)OC(C)(C)C)C(=O)OC(C)(C)C)S(NC(=O)OCC1=CC=CC=C1)(=O)=O (2S,25S)-tetra-tert-butyl 3,24-bis(N-((benzyloxy)carbonyl)sulfamoyl)-6,9,12,15,18,21-hexaoxa-3,24-diazahexacosane-1,2,25,26-tetracarboxylate